O=C1NC(CCC1C1=CC=C(C=C1)N1CCN(CC1)CC1CCC(CC1)NC(C1=CC(=C(C=C1)C1=NC=CC(=C1)C1=CC=2C(NCCC2N1)=O)F)=O)=O N-[4-[[4-[4-(2,6-dioxo-3-piperidyl)phenyl]piperazin-1-yl]methyl]cyclohexyl]-3-fluoro-4-[4-(4-oxo-1,5,6,7-tetrahydropyrrolo[3,2-c]pyridin-2-yl)-2-pyridyl]benzamide